BrC1=CC=2C=3N(C(COC2N=C1)C)N=CC3 10-bromo-5-methyl-5,6-dihydropyrazolo[1,5-d]pyrido[3,2-f][1,4]oxazepine